tert-butyl 4-(2-ethoxy-2-oxo-ethylidene)-2-phenyl-piperidine-1-carboxylate C(C)OC(C=C1CC(N(CC1)C(=O)OC(C)(C)C)C1=CC=CC=C1)=O